[K].C(CC#C)C1(N=N1)CCN1CC(C1)S(=O)(=O)NC(NC1=C2CCCC2=CC=2CCCC12)=O 1-(2-(3-(But-3-yn-1-yl)-3H-diazirin-3-yl)ethyl)-N-((1,2,3,5,6,7-hexahydro-s-indacen-4-yl)carbamoyl)azetidine-3-sulfonamide, potassium salt